(1R,2R)-2-((S)-5H-Imidazo[5,1-a]isoindol-5-yl)cyclohexan-1-ol C=1N=CN2C1C1=CC=CC=C1[C@@H]2[C@@H]2[C@@H](CCCC2)O